O[C@@H]1[C@@H](CO[C@@H]([C@@H]1O)CO)N1C(SCC1=O)=O ((3R,4R,5R,6R)-4,5-dihydroxy-6-(hydroxymethyl)tetrahydro-2H-pyran-3-yl)thiazolidine-2,4-dione